NC1=NC(=C(C=2N1N=C(N2)CC2=NC=CC=C2)C2=C(N=CO2)CC)C=2C=C(C#N)C=CC2 3-(5-amino-8-(4-ethyl-oxazol-5-yl)-2-(pyridin-2-ylmethyl)-[1,2,4]triazolo[1,5-c]pyrimidin-7-yl)benzonitrile